OC1CCN(CC1)C(CNS(=O)(=O)C1=CC=C2C=CNC2=C1)C1=CN(C2=CC=CC=C12)C N-(2-(4-hydroxypiperidin-1-yl)-2-(1-methyl-1H-indol-3-yl)ethyl)-1H-indole-6-sulfonamide